C1(CC1)C=1C=CC=2N(C1)C=C(N2)CN2C=NC=1C=NC(=CC12)NC(OCC1=CC(=CC=C1)Cl)=O 3-chlorobenzyl (1-((6-cyclopropylimidazo[1,2-a]pyridin-2-yl)methyl)-1H-imidazo[4,5-c]pyridin-6-yl)carbamate